benzhydryl isocyanide C(C1=CC=CC=C1)(C1=CC=CC=C1)[N+]#[C-]